C(#N)C=1C=CC(=C(C1)C1=CC(=NC=C1C(=O)NC=1SC=2C(=NC=C(N2)[C@@H]2COCCC2)N1)C)OC |r| (Racemic)-4-(5-cyano-2-methoxyphenyl)-6-methyl-N-(6-(tetrahydro-2H-pyran-3-yl)thiazolo[4,5-b]pyrazin-2-yl)nicotinamide